CC1=C2C3(C(NC2=CC=C1)=O)CCC3 methylspiro[cyclobutane-1,3'-indol]-2'-one